2-[4-[3-(2,6-dioxo-3-piperidyl)-1-methyl-indazol-6-yl]-1-piperidyl]-N-[5-fluoro-7-hydroxy-6-(1,1,4-trioxo-1,2,5-thiadiazolidin-2-yl)-2-naphthyl]acetamide O=C1NC(CCC1C1=NN(C2=CC(=CC=C12)C1CCN(CC1)CC(=O)NC1=CC2=CC(=C(C(=C2C=C1)F)N1S(NC(C1)=O)(=O)=O)O)C)=O